(4-methoxypiperidine-4-yl)methanol COC1(CCNCC1)CO